C(CCCCCCCCCCCCCCCCCC)[Mg]I nonadecyl-magnesium iodide